NC1CCC(CC1)CN1CCC(CC1)C=1C=CC=C2C(=CN=CC12)N1C(NC(CC1)=O)=O 1-[8-[1-[(4-Aminocyclohexyl)methyl]-4-piperidyl]-4-isoquinolyl]hexahydropyrimidine-2,4-dione